(2-chloro-4-methylphenyl)-1-phenyl-1H-benzo[d]imidazole-7-carboxylic acid ClC1=C(C=CC(=C1)C)C1=NC2=C(N1C1=CC=CC=C1)C(=CC=C2)C(=O)O